(1-methylcyclopropyl)-2-(pyridazin-4-yl)pyrido[3,4-d]pyrimidin-4-amine CC1(CC1)C1=CN=CC=2N=C(N=C(C21)N)C2=CN=NC=C2